FC(OC1=C(C=CC=C1)C(C)NC(C1=CN=CC=C1)=O)(F)F N-(1-(2-(trifluoromethoxy)phenyl)ethyl)nicotinamide